(E)-5-(4-(pyridin-3-yl)butyl)pyrimidine-2-carbaldehyde oxime hydrochloride Cl.N1=CC(=CC=C1)CCCCC=1C=NC(=NC1)/C=N/O